tert-Butyl 4-(cyclopropanecarbonyl)-1,4-diazepane-1-carboxylate C1(CC1)C(=O)N1CCN(CCC1)C(=O)OC(C)(C)C